tert-Butyl 4-(1-(4-fluoro-2-nitrophenyl)-1H-pyrrolo[2,3-c]pyridine-3-carbonyl)piperidine-1-carboxylate FC1=CC(=C(C=C1)N1C=C(C=2C1=CN=CC2)C(=O)C2CCN(CC2)C(=O)OC(C)(C)C)[N+](=O)[O-]